ClC=1C=C(C=CC1Cl)C(C(=O)N)CC1=CC=CC=C1 2-(3,4-dichlorophenyl)-3-phenylpropionamide